2,6-dimethylpyridine-3-amine CC1=NC(=CC=C1N)C